ethyl 2,4,6-trichloro-7-(8-cyanonaphthalen-1-yl)-8-fluoroquinoline-3-carboxylate ClC1=NC2=C(C(=C(C=C2C(=C1C(=O)OCC)Cl)Cl)C1=CC=CC2=CC=CC(=C12)C#N)F